N,N'-dimethylxylylenediamine CNCC=1C(=CC=CC1)CNC